3-((7-chloro-5-fluoro-4-(2-isopropyl-6-methylphenyl)-2,3-dioxo-3,4-dihydroquinoxalin-1(2H)-yl)methyl)azetidine-1-carboxylic acid tert-butyl ester C(C)(C)(C)OC(=O)N1CC(C1)CN1C(C(N(C2=C(C=C(C=C12)Cl)F)C1=C(C=CC=C1C)C(C)C)=O)=O